CC1=C(C=2C(=N[C@H](C=3N(C2S1)C(=NN3)C)C)C3=CC=C(C=C3)CCC(=O)O)C 3-{4-[(6S)-2,3,6,9-tetramethyl-6H-thieno[3,2-f][1,2,4]triazolo[4,3-a][1,4]diazepin-4-yl]phenyl}propanoic acid